C1(CC1)C1=NC=NC(=C1C1=NC=C2N(C(N(C2=N1)[C@@H](C)C1=CC=C(C=C1)C=1N(C=C(N1)C(F)(F)F)C)=N)C)OC 2-(4-cyclopropyl-6-methoxy-pyrimidin-5-yl)-7-methyl-9-[(1S)-1-[4-[1-methyl-4-(trifluoromethyl)imidazol-2-yl]phenyl]ethyl]purin-8-imine